methyl iminodiacetate 4-pyridylborate N1=CC=C(C=C1)OB(O)O.N(CC(=O)O)CC(=O)OC